N-[1-[[2-(2-aminoethyl)tetrazol-5-yl]methyl]-3-[2-(difluoromethoxy)-5-methylsulfanyl-phenyl]pyrazol-4-yl]pyrazolo[1,5-a]pyrimidine-3-carboxamide NCCN1N=C(N=N1)CN1N=C(C(=C1)NC(=O)C=1C=NN2C1N=CC=C2)C2=C(C=CC(=C2)SC)OC(F)F